CCS(=O)(=O)OC1CN(C1)C1=CC2=C(N(C(N2C)=O)C2C(NC(CC2)=O)=O)C=C1 (1-(1-(2,6-dioxopiperidin-3-yl)-3-methyl-2-oxo-2,3-dihydro-1H-benzo[d]imidazol-5-yl) azetidin-3-yl) methylmethanesulfonate